6-Bromo-4-(4-hydroxy-4-methylpiperidin-1-yl)-1,3-dimethyl-1,3-dihydro-2H-benzo[d]imidazol-2-one BrC=1C=C(C2=C(N(C(N2C)=O)C)C1)N1CCC(CC1)(C)O